1-butyl 2-cyanoacrylate C(#N)C(C(=O)OCCCC)=C